N[C@@H]([C@H]([C@H](C=O)O)O)[C@@H](O)C 4-amino-4,6-dideoxy-L-talose